OCCOCCNC(NCCOCCO)=O Bis(2-(2-hydroxyethoxy)ethyl)urea